FC1=C(C=CC(=C1)OC1=NC=CC(=C1)C(F)(F)F)CCN {2-[2-fluoro-4-(4-trifluorometh-ylpyridin-2-yloxy)-phenyl]-ethyl}-amine